C1(=CC=CC2=CC=CC=C12)O naphthalene-ol